(E)-4-(dimethylamino)-N-(4-((3S,4S)-3-methyl-4-((4-(6-methyl-2-phenylpyrazolo[1,5-a]pyridin-3-yl)pyrimidin-2-yl)amino)pyrrolidine-1-carbonyl)phenyl)but-2-enamide CN(C/C=C/C(=O)NC1=CC=C(C=C1)C(=O)N1C[C@@H]([C@@H](C1)NC1=NC=CC(=N1)C=1C(=NN2C1C=CC(=C2)C)C2=CC=CC=C2)C)C